6-cyclopropaneamido-4-{[3-(2-cyclopropyl-2H-1,2,3-triazol-4-yl)-2-methoxy-5-methylphenyl]amino}-N-(2H3)methylpyridazine-3-carboxamide C1(CC1)C(=O)NC1=CC(=C(N=N1)C(=O)NC([2H])([2H])[2H])NC1=C(C(=CC(=C1)C)C1=NN(N=C1)C1CC1)OC